9-amino-2-(4-(trifluoromethyl)phenyl)-2,3,4,5-tetrahydrobenzo[b][1,4,5]oxathiazocine-1,1-dioxide NC1=CC2=C(OCCCN(S2(=O)=O)C2=CC=C(C=C2)C(F)(F)F)C=C1